3-(aminomethyl)-N-(3-((4-methylpiperazin-1-yl)methyl)-5-(trifluoromethyl)phenyl)-4-propylbenzamide NCC=1C=C(C(=O)NC2=CC(=CC(=C2)C(F)(F)F)CN2CCN(CC2)C)C=CC1CCC